1-Methyl-6-[5-(1-propionyl-azetidin-3-yloxy)-pyridin-3-yl]-3,4-dihydro-1H-quinolin-2-one CN1C(CCC2=CC(=CC=C12)C=1C=NC=C(C1)OC1CN(C1)C(CC)=O)=O